C(C1=CC=CC=C1)C=1OC(OC1CC1=CC=CC=C1)=O 4,5-dibenzyl-1,3-dioxol-2-one